FC=1C=CC(=NC1C(F)(F)F)C=O 5-fluoro-6-(trifluoromethyl)pyridinecarboxaldehyde